ethyl N-(3-bromothiazolo[4,5-c]pyridazin-6-yl)carbamate BrC1=CC2=C(N=N1)N=C(S2)NC(OCC)=O